4-aminocyclohexylalanine NC1CCC(CC1)N[C@@H](C)C(=O)O